N1N=CC2=CC(=CC=C12)C#CC1=NC(=NC=C1)C1=NC(=NC=C1)NCC1OCCCC1 4-((1H-Indazol-5-yl)ethynyl)-N-((tetrahydro-2H-pyran-2-yl)methyl)-[2,4'-bipyrimidin]-2'-amine